Cl.COC=1C=C2CCN(CC2=CC1N)C 6-methoxy-2-methyl-1,2,3,4-tetrahydroisoquinolin-7-amine hydrochloride